8,8'-((2-hydroxy-cycloheptyl)azane-diyl)bis(N,N-didec-yloctanamide) OC1C(CCCCC1)N(CCCCCCCC(=O)N(CCCCCCCCCC)CCCCCCCCCC)CCCCCCCC(=O)N(CCCCCCCCCC)CCCCCCCCCC